2-[2-methyl-5-(2-oxoethyl)phenyl]acetic acid CC1=C(C=C(C=C1)CC=O)CC(=O)O